N,N-diethyl-amine C(C)NCC